Ammonium palmitat C(CCCCCCCCCCCCCCC)(=O)[O-].[NH4+]